N-Methyl-2-phenoxyethanamine hydrochloride Cl.CNCCOC1=CC=CC=C1